Cl.[C@H]12CNC[C@@H]2C1CSC=1SC2=C(N1)C=CC=C2 2-((1R,5S,6r)-3-azabicyclo[3.1.0]Hexane-6-ylmethylthio)benzo[d]Thiazole hydrochloride